2-chloro-1,1,2,3,3-pentafluoropropane ClC(C(F)F)(C(F)F)F